C(=O)(OC(C)(C)C)N[C@@H](C(=O)OCC)CC[C@H](C)O (2R,5S)-ethyl 2-(N-Boc-amino)-5-hydroxy-hexanoate